(R)-N-((R)-(4-cyano-1-methyl-1H-pyrazol-3-yl)(1-methylcyclopentyl)methyl)-2-methylpropan-2-sulfinamide C(#N)C=1C(=NN(C1)C)[C@H](N[S@](=O)C(C)(C)C)C1(CCCC1)C